tert-butyl 3-(2,3-dihydrobenzofuran-5-yl)-2-(pyridin-3-yl methyl)-2,6-dihydropyrrolo[3,4-c]pyrazole-5(4H)-carboxylate O1CCC2=C1C=CC(=C2)C2=C1C(=NN2CC=2C=NC=CC2)CN(C1)C(=O)OC(C)(C)C